C1(=CC=CC=C1)C=1C=C(C=2NC3=CC=C(C=C3C2C1)C1=CC=CC=C1)C1=CC(=CC2=C1OC1=C2C=CC=C1)N(C=1C=C2C=3C=CC=CC3N3C2=C(C1)C1=CC=CC=C13)C1=C3CCCC3=CC=3CCCC13 N-(4-(3,6-diphenyl-9H-carbazol-1-yl)dibenzo[b,d]furan-2-yl)-N-(1,2,3,5,6,7-hexahydro-s-indacen-4-yl)indolo[3,2,1-jk]carbazol-2-amine